(R)-7-((3-(2,3-dihydrobenzo[b][1,4]dioxin-6-yl)-2-methylbenzyl)oxy)-1,2,3,4-tetrahydroisoquinoline-3-carboxylic acid O1C2=C(OCC1)C=C(C=C2)C=2C(=C(COC1=CC=C3C[C@@H](NCC3=C1)C(=O)O)C=CC2)C